ClC=1C=C(C=C(C1)NS(=O)(=O)C)NC(=O)C=1SC=C(C1)C1=NC=CC=C1NC1=NC=CC=N1 N-(3-chloro-5-(methylsulfonamido)phenyl)-4-(3-(pyrimidin-2-ylamino)pyridin-2-yl)thiophene-2-carboxamide